C(CCCCCCCCCCCC)O tridecanyl alcohol